3-chloro-8a-hydroxy-1-methoxy-8-oxo-6-phenyl-5a-(4-(trifluoromethyl)phenyl)-5a,7,8,8a-tetrahydro-6H-cyclopenta[4,5]furo[3,2-c]pyridine-7-carboxylate ClC1=CC2=C(C(=N1)OC)C1(C(O2)(C(C(C1=O)C(=O)[O-])C1=CC=CC=C1)C1=CC=C(C=C1)C(F)(F)F)O